ClC=1C(N(C(=CC1O)C)C1=C(C(=NC=C1C)C1=C(C(=NC=C1)N1N=C(N=C1C)C)F)F)=O 3-Chloro-2''-(3,5-dimethyl-1H-1,2,4-triazol-1-yl)-3',3''-difluoro-4-hydroxy-5',6-dimethyl-2H-[1,4':2',4''-terpyridin]-2-one